tert-butyl 4-(2-bromo-5-ethyl-7-oxo-4H-[1,2,4]triazolo[1,5-a]pyrimidin-6-yl)piperazine-1-carboxylate BrC1=NN2C(NC(=C(C2=O)N2CCN(CC2)C(=O)OC(C)(C)C)CC)=N1